C1=C(C(=O)NC2=NC(=O)N=C21)C3=C(NC(=O)C(=C3)O)O indigiodine